2-methoxyethyl (1s,2r,5r)-3-((6-(4-(difluoromethoxy)-phenoxy) pyridin-3-yl) sulfonyl)-2-(hydroxycarbamoyl)-3,8-diazabicyclo[3.2.1]octane-8-carboxylate FC(OC1=CC=C(OC2=CC=C(C=N2)S(=O)(=O)N2[C@H]([C@@H]3CC[C@H](C2)N3C(=O)OCCOC)C(NO)=O)C=C1)F